N[C@H](C)C=1C(=C(C=CC1)C([C@@](C#C)(O)C)(F)F)F |o1:10| (2R or S)-1-{3-[(1R)-1-aminoethyl]-2-fluorophenyl}-1,1-difluoro-2-methylbut-3-yn-2-ol